NC=1C=2N(C3=CC(=CC=C3N1)C(=O)N(C)[C@@H]1COC3=C1C=CC(=C3)N)C=NC2 (S)-4-amino-N-(6-amino-2,3-dihydrobenzofuran-3-yl)-N-methylimidazo[1,5-a]quinoxaline-8-carboxamide